benzhydryl 3-((((2-(3,4-bis(benzyloxy)-2-chlorobenzamido)ethyl)carbamoyl)oxy)methyl)-3-methyl-7-oxo-4-thia-1-azabicyclo[3.2.0]heptane-2-carboxylate 4,4-dioxide C(C1=CC=CC=C1)OC=1C(=C(C(=O)NCCNC(=O)OCC2(C(N3C(CC3S2(=O)=O)=O)C(=O)OC(C2=CC=CC=C2)C2=CC=CC=C2)C)C=CC1OCC1=CC=CC=C1)Cl